F[C@H]1[C@@H](CC[C@@H](C1)CO)O (1R,2R,4S)-2-fluoro-4-(hydroxymethyl)cyclohexan-1-ol